C(C1=CC=CC=C1)OCC(=O)NC=1SC(=C(N1)C(=O)OCC)CC1=CC(=CC=C1)Cl ethyl 2-(2-(benzyloxy)acetamido)-5-(3-chlorobenzyl)thiazole-4-carboxylate